1-(oxetan-3-yl)piperidine O1CC(C1)N1CCCCC1